2-(1-cyanoethyl)-5-nitrobenzonitrile C(#N)C(C)C1=C(C#N)C=C(C=C1)[N+](=O)[O-]